P(O)(=O)(OP(=O)(O)OP(=O)(O)O)OC[C@@H]1[C@H](C[C@@H](O1)N1C=NC=2C(=O)NC(N)=NC12)O 2'-deoxyguanosine triphosphate